[Na].[Na] sodium-natrium